FC(C=1C=C2C(=NC1)N=C(N2)C2(CCC2)C=2C=C1CCCNC1=CC2)(F)F 6-(1-(6-(trifluoromethyl)-1H-imidazo[4,5-b]pyridin-2-yl)cyclobutyl)-1,2,3,4-tetrahydroquinoline